CC1=CC(=NC(=N1)OCCC(F)(F)F)C=1C=NN(C1)C1=C(C=C(C=C1)[N+](=O)[O-])N1CCC2(CC2)CC1 6-(2-(4-(6-Methyl-2-(3,3,3-trifluoropropoxy)pyrimidin-4-yl)-1H-pyrazol-1-yl)-5-nitrophenyl)-6-azaspiro[2.5]octane